(S)-N-(1-(3,4-dichlorophenyl)-2-(dimethylamino)ethyl)-4-(tetrahydro-2H-pyran-2-yl)benzenesulfonamide ClC=1C=C(C=CC1Cl)C(CN(C)C)NS(=O)(=O)C1=CC=C(C=C1)[C@H]1OCCCC1